potassium octanolate C(CCCCCCC)[O-].[K+]